The molecule is a cyclic ketone that is 3,4-dihydronaphthalen-1-one substituted at position 5 by a 3-(tert-butylamino)-2-hydroxypropoxy group (the S-enantiomer). A non-selective beta-adrenergic antagonist used (as its hydrochloride salt) for treatment of glaucoma. It has a role as an antiglaucoma drug and a beta-adrenergic antagonist. It is a propanolamine, a cyclic ketone and an aromatic ether. It is a conjugate acid of a levobunolol(1+). It derives from a hydride of a tetralin. CC(C)(C)NC[C@@H](COC1=CC=CC2=C1CCCC2=O)O